((2r,4S,5r)-4-amino-5-(methylsulfonyl)tetrahydro-2H-pyran-2-yl)((S)-1-(4-fluorophenyl)-3,4-dihydroisoquinolin-2(1H)-yl)methanone N[C@H]1C[C@@H](OC[C@@H]1S(=O)(=O)C)C(=O)N1[C@H](C2=CC=CC=C2CC1)C1=CC=C(C=C1)F